N-(6-amino-5-methyl-3-pyridyl)-2-[(2S,5S)-4,4-difluoro-5-methyl-2-phenyl-1-piperidyl]-2-oxo-acetamide NC1=C(C=C(C=N1)NC(C(=O)N1[C@@H](CC([C@H](C1)C)(F)F)C1=CC=CC=C1)=O)C